C(C1=CC=CC=C1)NCC1=C(C=CC=C1)C1=CC=C(S1)C(C)NC1=NC(=NC2=CC(=C(C=C12)OC)OC)C N-[1-(5-{2-[(benzylamino)methyl]phenyl}thiophen-2-yl)ethyl]-6,7-dimethoxy-2-methylquinazolin-4-amine